1H-benzo[d][1,2,3]Triazole-5-carboxylic acid N1N=NC2=C1C=CC(=C2)C(=O)O